Cl[SiH](CC)CC chloro(diethyl)silane